O1COC2=C1C=CC(=C2)CC(C)N(C(=O)NC)C 1-[2-(2H-1,3-Benzodioxol-5-yl)-1-methyl-ethyl]-1,3-dimethylurea